butyl 6-(4-(5-chloro-6-methyl-1-(tetrahydro-2H-pyran-2-yl)-1H-indazol-4-yl)-5-methyl-3-(6-(3-nitro-1H-pyrazol-1-yl)pyridin-3-yl)-1H-pyrazol-1-yl)-2-azaspiro[3.3]heptane-2-carboxylate ClC=1C(=C2C=NN(C2=CC1C)C1OCCCC1)C=1C(=NN(C1C)C1CC2(CN(C2)C(=O)OCCCC)C1)C=1C=NC(=CC1)N1N=C(C=C1)[N+](=O)[O-]